OCCCOC1=NC(=CC(=C1)C=1C=C(C=CC1C)NC(=O)N1CC(CC1)CC(F)(F)F)N1CCOCC1 N-(3-(2-(3-hydroxypropoxy)-6-morpholinopyridin-4-yl)-4-methylphenyl)-3-(2,2,2-trifluoroethyl)pyrrolidine-1-carboxamide